(3-((5-(trifluoromethyl)pyridin-2-yl)oxy)phenyl)acrylamide FC(C=1C=CC(=NC1)OC=1C=C(C=CC1)C(C(=O)N)=C)(F)F